NCC=1C=CC2=C(C1)C1(CCN(CC1)C(=O)C1=CC(=C(C=C1)O)O)CO2 (5-(aminomethyl)-2H-spiro[benzofuran-3,4'-piperidine]-1'-yl)(3,4-dihydroxyphenyl)methanone